NC1=C([N+](=CC2=C(C=CC=C12)C=1C(=NC=CC1)C(F)F)[O-])C(NCCC)=O 4-amino-8-(2-(difluoromethyl)pyridin-3-yl)-3-(propylcarbamoyl)isoquinoline-2-oxide